1-[[(3-acetyl-6-chloro-2-pyridyl)-methyl-amino]methyl]cyclopropanecarbonitrile C(C)(=O)C=1C(=NC(=CC1)Cl)N(C)CC1(CC1)C#N